FC(C1=CC=C(CN2CCN(CC2)CC2=C(C=C(OC(C(=O)O)(C)C)C=C2C)C)C=C1)(F)F 2-(4-((4-(4-(trifluoromethyl)benzyl)piperazin-1-yl)methyl)-3,5-dimethylphenoxy)-2-methylpropanoic acid